CC1(OB(OC1(C)C)C=1C=NN(C1)C1CN(CC1)C(=O)OC(C)(C)C)C tert-butyl 3-[4-(4,4,5,5-tetramethyl-1,3,2-dioxaborolan-2-yl)pyrazol-1-yl]pyrrolidine-1-carboxylate